C(C)(=O)C(C(=O)OC(C)(C)C)C(COC)NC(=O)OC(C)(C)C tert-butyl 2-acetyl-3-(tert-butoxycarbonylamino)-4-methoxy-butyrate